2,3,4,5-tetra-hydro-1H-azepin N1CCCCC=C1